1-{4-[2-methoxy-4-(trifluoromethyl)phenyl]pyrido[3,4-d]pyridazin-1-yl}-N,N-dimethylpiperidin-3-amine COC1=C(C=CC(=C1)C(F)(F)F)C=1N=NC(=C2C1C=NC=C2)N2CC(CCC2)N(C)C